4-[2-(4-methoxyphenyl)-2,8-diazaspiro[4.5]decan-8-yl]-1-methyl-2-oxo-1,2-dihydro-quinoline-3-carbonitrile COC1=CC=C(C=C1)N1CC2(CC1)CCN(CC2)C2=C(C(N(C1=CC=CC=C21)C)=O)C#N